FC(C1=NC(=CC(=C1)C(=O)N[C@@H](C)C1=NC(=NN1C=1N=CC(=NC1)C(=O)N)C1CC1)C(F)F)F 5-[5-[(1S)-1-[[2,6-bis(difluoromethyl)pyridine-4-carbonyl]amino]ethyl]-3-cyclopropyl-1,2,4-triazol-1-yl]pyrazine-2-carboxamide